CC1=C(C2=CC=CC=C2C=C1)CC(=O)N 2-methyl-1-naphthylacetamide